8-((dimethylamino)methyl)-3,9-dihydroxybenzo[5,6]oxazepin CN(C)CC1=C(C2=C(C=CC(=NO2)O)C=C1)O